O=C1NC(CCC1N1C(C2=C3C(C(=CC=C13)NC1CCN(CC1)CCCCCCCCC(=O)O)=CC=C2)=O)=O 9-[4-[[1-(2,6-dioxo-3-piperidyl)-2-oxo-benzo[cd]indol-6-yl]amino]-1-piperidyl]nonanoic acid